FC1=C(C=CC=C1)C(=O)N1CCC(CC1)=C (2-fluorophenyl)(4-methylenepiperidin-1-yl)methanone